tert-Butyl 4-(4,4,5,5-tetramethyl-1,3,2-dioxaborolan-2-yl)-1,2,3,6-tetrahydropyridine-1-carboxylate CC1(OB(OC1(C)C)C=1CCN(CC1)C(=O)OC(C)(C)C)C